C[N@@+]1(CCC[C@H]1C2=CN=CC=C2)[O-] The molecule is an (S)-nicotine N(1')-oxide in which the N(1')-methyl group is on the opposite side of the pyrrolidine ring to the pyridine substituent. The major species at pH 7.3.